COC1=C(C=C(C(=C1)OC(C)C)OC)CCN 2-(2,5-dimethoxy-4-propan-2-yloxyphenyl)ethylamine